Benzo[b]fluoranthene C1=C2C3=C(C=C4C5=CC=CC=C5C(C=C1)=C42)C=CC=C3